ClC1=C(C=CC=C1[N+](=O)[O-])C1=NN(C=N1)C(F)F 3-(2-chloro-3-nitrophenyl)-1-(difluoromethyl)-1H-1,2,4-triazole